N,N-bis(2-hydroxyethyl)-9-anthracenedimethylamine OCCN(CC=1C2=CC=CC=C2C=C2C=CC=C(C12)CN)CCO